FC=1C=C2C(=C(C=NC2=CC1)C(=O)N1CCN(CC1)S(=O)(=O)C)C1=CC=C(C=C1)C1(CC1)C#N 1-(4-(6-fluoro-3-(4-(methylsulfonyl)piperazine-1-carbonyl)quinolin-4-yl)phenyl)cyclopropane-1-carbonitrile